2-[(4-{6-[(4-chloro-2-fluorobenzyl)oxy]pyridin-2-yl}piperidin-1-yl)methyl]-1-(2,2,2-trifluoroethyl)-1H-imidazo[4,5-b]pyridine-6-carboxylic acid ClC1=CC(=C(COC2=CC=CC(=N2)C2CCN(CC2)CC=2N(C=3C(=NC=C(C3)C(=O)O)N2)CC(F)(F)F)C=C1)F